FC=1C=CC(=NC1C)C1=C(N=CN1)C1=NC2=CC(=CN=C2C=C1)C=1C=NNC1 2-[5-(5-fluoro-6-methyl-2-pyridyl)-1H-imidazol-4-yl]-7-(1H-pyrazol-4-yl)-1,5-naphthyridine